6-(3-ethoxy-4-pyridinyl)-3-isopropyl-1-methyl-N-[(1-methyl-1,2,4-triazol-3-yl)methyl]pyrazolo[3,4-b]pyridin-4-amine C(C)OC=1C=NC=CC1C=1C=C(C2=C(N1)N(N=C2C(C)C)C)NCC2=NN(C=N2)C